FC(C=1C=C(C=CC1F)N1C=C(C=2[C@H](C(CCC12)(F)F)O)C(F)(F)F)F (R)-1-(3-(difluoromethyl)-4-fluorophenyl)-5,5-difluoro-3-(trifluoromethyl)-4,5,6,7-tetrahydro-1H-indol-4-ol